m-xyleneterephthalamide C1(=C(C(=CC=C1)C)C1=CC(=CC=C1C(=O)N)C(=O)N)C